FC(C=1C(=C(C=CC1)[C@@H](C)NC1=NC(=NC2=C3C(=C(C=C12)C1(CCC(CC1)O)O)OCCN3C)C)F)F (1R,4R)-1-(4-(((R)-1-(3-(difluoromethyl)-2-fluorophenyl)ethyl)amino)-2,10-dimethyl-9,10-dihydro-8H-[1,4]oxazino[2,3-H]quinazolin-6-yl)cyclohexane-1,4-diol